N-(3-(5-chloro-1H-indol-3-yl)propyl)-4-(3-(4,5-dimethyl-1H-imidazol-1-yl)propoxy)benzenesulfonamide ClC=1C=C2C(=CNC2=CC1)CCCNS(=O)(=O)C1=CC=C(C=C1)OCCCN1C=NC(=C1C)C